COC=1N=C2C(=CC=NC2=CC1OC)OC1=CC=C(C=C1)NC(=O)C=1C(=NC(=C(C1O)C(=C)C)C)C N-[4-[(6,7-dimethoxy-1,5-naphthyridin-4-yl)oxy]phenyl]-4-hydroxy-2,6-dimethyl-5-prop-1-en-2-ylpyridine-3-carboxamide